C(C)(C)(C)OC(=O)N1C[C@@H](OC[C@H]1C1=CC=C(C=C1)N1C(=CC2=C1N=CNC2=O)Cl)C (2s,5r)-5-(4-(6-chloro-4-oxo-3,4-dihydro-7H-pyrrolo[2,3-d]pyrimidin-7-yl)phenyl)-2-methylmorpholine-4-carboxylic acid tert-butyl ester